isoleucyl-valine anhydride N[C@@H]([C@@H](C)CC)C(=O)N[C@@H](C(C)C)C(=O)OC([C@@H](NC([C@@H](N)[C@@H](C)CC)=O)C(C)C)=O